C(#N)C1=CC=C(C=C1)N1C(C(=C(C=C1O)C)C#N)=O N-(4-cyanophenyl)-3-cyano-4-methyl-6-hydroxy-2-pyridone